4-(N-methyl-N-(3-(N,N-dipropyl-L-methionylamino)-4-methoxyphenyl)-amino)coumarin CN(C1=CC(=C(C=C1)OC)NC([C@@H](N(CCC)CCC)CCSC)=O)C1=CC(OC2=CC=CC=C12)=O